4H-benzopyran-2-carboxamide O1C(=CCC2=C1C=CC=C2)C(=O)N